CS(=O)(=O)OC1CCC2(CN(C2)C(=O)OC(C)(C)C)CC1 tert-butyl 7-((methyl sulfonyl)oxy)-2-azaspiro[3.5]nonane-2-carboxylate